C(C)(=O)[O-].[NH4+].BrC1=CC=C2C=C(N(C2=C1)CC1CC1)\C=C(/C)\[N+](=O)[O-] (E)-6-Bromo-1-(cyclopropylmethyl)-2-(2-nitroprop-1-en-1-yl)-1H-indole Ammonium acetate